ethyl 3,5-dimethyl-2-pyrrolecarboxylate CC1=C(NC(=C1)C)C(=O)OCC